ClC1=NC(=CC=C1)OC(F)F 2-chloro-6-(difluoromethoxy)pyridine